6-((Isobutylamino)methyl)-3-(3-(2-(4-methyl-4H-1,2,4-triazol-3-yl)spiro[3.3]heptan-2-yl)phenyl)-8-(trifluoromethyl)quinazolin-4(3H)-one C(C(C)C)NCC=1C=C2C(N(C=NC2=C(C1)C(F)(F)F)C1=CC(=CC=C1)C1(CC2(C1)CCC2)C2=NN=CN2C)=O